N-(2',4',5'-trifluorobiphenyl-2-yl)-5-chloro-3-difluoromethyl-1-methylpyrazol-4-ylcarboxamide FC1=C(C=C(C(=C1)F)F)C1=C(C=CC=C1)NC(=O)C=1C(=NN(C1Cl)C)C(F)F